CN(/C=C/C(=O)C1=CC=CC=C1)C (E)-3-(dimethylamino)-1-phenylpropan-2-en-1-one